(S)-3-(6-fluoro-1-oxo-5-(piperazin-1-yl)isoindolin-2-yl)piperidine-2,6-dione benzenesulfonate C1(=CC=CC=C1)S(=O)(=O)O.FC1=C(C=C2CN(C(C2=C1)=O)[C@@H]1C(NC(CC1)=O)=O)N1CCNCC1